6-fluoro-5-(4-(4-isopropylpiperazin-1-yl)phenyl)pyrazin-2-amine FC1=C(N=CC(=N1)N)C1=CC=C(C=C1)N1CCN(CC1)C(C)C